(3-bromophenyl)(3,5-di-tert-butyl-4-hydroxyphenyl)methanone BrC=1C=C(C=CC1)C(=O)C1=CC(=C(C(=C1)C(C)(C)C)O)C(C)(C)C